C(C)OC1=C(C=C(C=C1C(=O)O)NC(C1=CC(=CC=C1)OC1=CC=CC=C1)=O)C1=CC=CC=C1 Ethoxy-5-(3-phenoxybenzamido)-[1,1'-biphenyl]-3-carboxylic acid